O[C@H]1[C@@H](CCCC1)NC=1N=NC(=C2C1CN(CC2)C(=O)OC(C)(C)C)C2=C(C=C(C=C2)C(F)(F)F)O tert-butyl 4-{[(1R,2R)-2-hydroxycyclohexyl]amino}-1-[2-hydroxy-4-(trifluoromethyl)phenyl]-7,8-dihydropyrido[3,4-d]pyridazin-6(5H)-carboxylate